4-(hydroxyimino)-3-methyl-2-oxo-8-azaspiro[4.5]decane-8-carboxylic acid tert-butyl ester C(C)(C)(C)OC(=O)N1CCC2(C(C(C(C2)=O)C)=NO)CC1